((3R,5R)-3-Amino-5-fluoropiperidin-1-yl)(2-(1-(cyclopropylmethyl)-1H-pyrrolo[2,3-b]pyridin-2-yl)-4-methoxy-3-methylpyrazolo[1,5-a]pyridin-6-yl)methanone N[C@H]1CN(C[C@@H](C1)F)C(=O)C=1C=C(C=2N(C1)N=C(C2C)C2=CC=1C(=NC=CC1)N2CC2CC2)OC